ethyl 5-chloro-12-oxa-3-thia-6-azatricyclo[6.4.1.04,13]trideca-1,4(13),5,7-tetraene-7-carboxylate ClC=1C=2SC=C3OCCCC(=C(N1)C(=O)OCC)C32